N-(aminomethyl)-N'-(2-aminoethyl)piperazine Phosphorus (V) [P+5].NCN1CCN(CC1)CCN